C(=O)(OC(C)(C)C)C(C(=O)O)CC Boc-butyric acid